8-oxabicyclo[3.2.1]-octan-3-amine C12CC(CC(CC1)O2)N